ClCCC1=C(N=C2N(C1=O)CCCC2O)C 3-(2-Chloroethyl)-6,7,8,9-tetrahydro-9-hydroxy-2-methyl-4H-pyrido[1,2-a]pyrimid-4-one